COC1(CCN(CC1)C=1C=C2C(=CC=NC2=CC1)C(=O)O)C 6-(4-methoxy-4-methylpiperidin-1-yl)quinoline-4-carboxylic acid